N-(5-(((3S,4S)-4-methoxytetrahydrofuran-3-yl)oxy)-7-(1-methyl-1H-pyrazol-4-yl)quinazolin-4-yl)benzo[d]thiazol-6-amine CO[C@@H]1[C@H](COC1)OC1=C2C(=NC=NC2=CC(=C1)C=1C=NN(C1)C)NC1=CC2=C(N=CS2)C=C1